[Si]=O.[Te].[Pb] lead-tellurium-silicon-oxide